6-Chloro-N-(2,3-dihydro-1H-inden-2-yl)-4-((2-methoxyphenyl)amino)picolinamide ClC1=CC(=CC(=N1)C(=O)NC1CC2=CC=CC=C2C1)NC1=C(C=CC=C1)OC